bis(hydroxyethyl)-aminopropyl-N-hydroxyethyl-octadecylamine dihydrofluoride CCCCCCCCCCCCCCCCCCN(CCCN(CCO)CCO)CCO.F.F